C(C1=CC=CC=C1)N1CCC(CC1)CCCN1C(NC(C(=C1C)C(=O)OCC)C1=COC2=CC=C(C=C2C1=O)Br)=O ethyl 1-(3-(1-benzylpiperidin-4-yl)propyl)-4-(6-bromo-4-oxo-4H-chromen-3-yl)-6-methyl-2-oxo-1,2,3,4-tetrahydropyrimidine-5-carboxylate